6-methoxy-2-methyl-1,3-benzothiazolium COC1=CC2=C([NH+]=C(S2)C)C=C1